CC(/C=C/C(C(=O)O)NC(=O)C=1SC2=CC=NC=C2C1)(C)C (E)-5,5-dimethyl-2-(1-thia-5-aza-2-indenylcarbonylamino)-3-hexenoic acid